bis(4-(tri-n-butylsilyl)phenyl)phosphine chloride [Cl-].C(CCC)[Si](C1=CC=C(C=C1)PC1=CC=C(C=C1)[Si](CCCC)(CCCC)CCCC)(CCCC)CCCC